N1=CCOC2=C1C1=C(C=C2)C=NC=C1 [3H]pyrido[4,3-f][1,4]benzoxazine